NC=1C=C(C=C(C1)C(F)(F)F)[C@@H](C)NC1=NC(=NC2=CC(=C(C=C12)O[C@@H]1COCC1)OC)C N-((R)-1-(3-amino-5-(trifluoromethyl)-phenyl)ethyl)-7-methoxy-2-methyl-6-(((S)-tetrahydrofuran-3-yl)oxy)quinazolin-4-amine